6-(2,4-di-tert-butoxypyrimidin-5-yl)-N-neopentylimidazo[1,2-b]pyridazin-8-amine C(C)(C)(C)OC1=NC=C(C(=N1)OC(C)(C)C)C=1C=C(C=2N(N1)C=CN2)NCC(C)(C)C